(3-(4-Bromophenoxy)-6-methoxybenzo[b]thiophen-2-yl)(5-fluoro-2-methylphenyl)methanone BrC1=CC=C(OC=2C3=C(SC2C(=O)C2=C(C=CC(=C2)F)C)C=C(C=C3)OC)C=C1